1-(6-(1-((1-((3-fluoro-4-((5-(trifluoromethyl)pyrimidin-2-yl)amino)phenyl)-sulfonyl)piperidin-4-yl)methyl)piperidin-4-yl)-1-methyl-1H-indazol-3-yl)dihydropyrimidine-2,4(1H,3H)-dione FC=1C=C(C=CC1NC1=NC=C(C=N1)C(F)(F)F)S(=O)(=O)N1CCC(CC1)CN1CCC(CC1)C1=CC=C2C(=NN(C2=C1)C)N1C(NC(CC1)=O)=O